ClC=1C=C(CC[C@@]2(CN(CCC2)C2=CC(=C(C(=C2)F)S(=O)(=O)NC2=NC=NC=C2)F)N(C)C)C=C(C1)C(F)(F)F (R)-4-(3-(3-chloro-5-(trifluoromethyl)phenethyl)-3-(dimethylamino)piperidin-1-yl)-2,6-difluoro-N-(pyrimidin-4-yl)benzenesulfonamide